4-(2-(2-(2-isopropylphenyl)pyrrolidin-1-yl)-7-azaspiro[3.5]nonan-7-yl)-5-methylbenzamide C(C)(C)C1=C(C=CC=C1)C1N(CCC1)C1CC2(C1)CCN(CC2)C2=CC=C(C(=O)N)C=C2C